4-methoxy-benzaldehyde COC1=CC=C(C=O)C=C1